3,1,1,3,3-pentafluoropropane FC(CC(F)F)(F)F